CC=1C=CC=2N(C1)C=C(N2)C(=O)O 6-methylimidazo[1,2-a]pyridine-2-carboxylic acid